ClC(OC1=CC=C(C=C1)NC(=O)C1=CC(=C2C3(C(NC2=C1)=O)CCC3)C3=CC=NN3)(F)F N-(4-(chlorodifluoromethoxy)phenyl)-2'-oxo-4'-(1H-pyrazol-5-yl)spiro[cyclobutane-1,3'-indoline]-6'-carboxamide